C(C)(C)(C)N(C(O)=O)C1=CNC2=CC=C(C=C12)Br.Cl.BrC=1C=C2C(=CNC2=CC1)N 5-bromo-1H-indol-3-amine hydrochloride tert-Butyl-(5-bromo-1H-indol-3-yl)carbamate